O=C1NC(CCC1N1CC2=CC=C(C=C2C1=O)CNC(OCC1(COC1)C)=O)=O (3-methyloxetan-3-yl)methyl N-{[2-(2,6-dioxopiperidin-3-yl)-3-oxo-2,3-dihydro-1H-isoindol-5-yl]methyl}carbamate